3-[(1S,4S)-5-methyl-2,5-diazabicyclo[2.2.1]Heptane-2-yl]Propionamide CN1[C@@H]2CN([C@H](C1)C2)CCC(=O)N